β-D-xylo-furanose O[C@H]1[C@H](O)[C@@H](O)[C@H](O1)CO